NC1=CC(=NC(=C1C#N)C1=CC=CC=C1)CC(=O)N (4-amino-5-cyano-6-phenylpyridin-2-yl)acetamide